2-[(2-methylpropan-2-yl)oxycarbonylamino]propanoic acid methyl ester COC(C(C)NC(=O)OC(C)(C)C)=O